C(CCCC)[C@@H]1CC[C@H](CC1)C1=CC=C(C=C1)B(O)O 4-(trans-4'-pentylcyclohexyl)phenylboronic acid